S1C(=NC2=C1C=CC=C2)OC2=CC=C(C=C2)CCC(C)O 4-[4-(1,3-benzothiazol-2-yloxy)phenyl]butan-2-ol